[Ru]Cl.C1=CCCC=CCC1 (1,5-cyclooctadiene) ruthenium (I) chloride